ClC1=C(C=C(C2=CN(N=C12)C(C(=O)NC=1SC=CN1)C1=C2N(C=N1)C[C@@H](C2)F)C)C2=CC=C(C=C2)OCCN2CCC(CC2)CO (7-Chloro-6-(4-(2-(4-(hydroxymethyl)piperidin-1-yl)ethoxy)phenyl)-4-methyl-2H-indazol-2-yl)-2-((R)-6-fluoro-6,7-dihydro-5H-pyrrolo[1,2-c]imidazol-1-yl)-N-(thiazol-2-yl)acetamide